(2-chloro-6-(trifluoromethyl)phenyl)methanol ClC1=C(C(=CC=C1)C(F)(F)F)CO